C1(CCC1)C(C)OC1=C2CC(C(C2=C(C=C1)SC(F)(F)F)O)(F)F 4-(1-Cyclobutylethoxy)-2,2-difluoro-7-(trifluoromethylsulfanyl)-2,3-dihydro-1H-inden-1-ol